13Z-docosenoic acid CCCCCCCC/C=C\CCCCCCCCCCCC(=O)O